O=C(CC[C@H]1NC(OC1)=O)N1CC2(C1)CC(C2)CC=2N=NC(=CC2)C(F)(F)F (4R)-4-[3-oxo-3-[6-[[6-(trifluoromethyl)pyridazin-3-yl]methyl]-2-azaspiro[3.3]heptan-2-yl]propyl]oxazolidin-2-one